C1(=CC=CC=C1)[S+](C1=CC=C(C=C1)OS(=O)(=O)C1=CC=C(C=C1)I)C1=CC=CC=C1 diphenyl-(4-(1-iodobenzene-4-sulfonyloxy)phenyl)sulfonium